FC(C(=O)O)(F)F.C(C1=CC=CC=C1)N1C[C@H](CC1)N(C=1C(=CC(=NC1)S(=O)(=O)NC1=NSC=C1)C)C (S)-5-((1-Benzylpyrrolidin-3-yl)(methyl)amino)-N-(isothiazol-3-yl)-4-methylpyridine-2-sulfonamide trifluoroacetate